1,2,3,4-tetrahydroisoquinoline-6-carbonitrile hydrochloride Cl.C1NCCC2=CC(=CC=C12)C#N